(3R,4R)-1-cyclohexyl-4-{[5-(2,4-difluoro-phenyl)-isoxazole-3-carbonyl]-amino}-piperidine-3-carboxylic acid (1-(pyrimidin-4-yl)-ethyl)-amide N1=CN=C(C=C1)C(C)NC(=O)[C@@H]1CN(CC[C@H]1NC(=O)C1=NOC(=C1)C1=C(C=C(C=C1)F)F)C1CCCCC1